C(#C)C1=CC=C(CN2CC3C(C2)COC3)C=C1 5-(4-ethynylbenzyl)hexahydro-1H-furo[3,4-c]pyrrole